N-(1-(3-fluorobenzyl)piperidin-4-yl)-3-nitrobenzamide FC=1C=C(CN2CCC(CC2)NC(C2=CC(=CC=C2)[N+](=O)[O-])=O)C=CC1